[5-(5-methylpyrazol-1-yl)-1,3,4-thiadiazol-2-yl]-6-oxopyran-2-carboxamide CC1=CC=NN1C1=NN=C(S1)C1=C(OC(C=C1)=O)C(=O)N